NC1=CC=C(C=N1)C1=NC(=CC=C1)C(=O)NC1=CC=C2C(=N1)SC(=N2)N2CCOCC2 6'-amino-N-(2-morpholinothiazolo[5,4-b]pyridin-5-yl)-[2,3'-bipyridine]-6-carboxamide